COCC1(OC2=CC=CC=C2C(C1)NC(=O)[C@H]1[C@@H](C1)[C@H](N1C(NC(CC1=O)(C)C)=[NH2+])C=1C=[NH+]C=CC1)C [1-[(S)-[(1R,2R)-2-[[2-(methoxymethyl)-2-methyl-chroman-4-yl]carbamoyl]cyclopropyl]-pyridin-1-ium-3-yl-methyl]-4,4-dimethyl-6-oxo-hexahydropyrimidin-2-ylidene]ammonium